CC=1OC=CC(C1OC(CC)=O)=O 2-METHYL-3-(1-OXOPROPOXY)-4H-PYRAN-4-ONE